methyl 2-((4-(4-((4-chloro-2-fluorobenzofuran-7-yl)methoxy)-5-fluoropyrimidin-2-yl)cyclohex-3-en-1-yl)methyl)-3-(((S)-oxetan-2-yl)methyl)-3H-imidazo[4,5-b]pyridine-5-carboxylate ClC1=CC=C(C2=C1C=C(O2)F)COC2=NC(=NC=C2F)C2=CCC(CC2)CC2=NC=1C(=NC(=CC1)C(=O)OC)N2C[C@H]2OCC2